C(#C)C=1C=C2C(=NC1)NC=C2 5-ethynyl-1H-pyrrolo[2,3-b]pyridine